(cyclopropylmethoxy)-8-(4-(difluoromethoxy)phenyl)-6-(2-methyl-2H-indazol-5-yl)pteridin-7(8H)-one C1(CC1)COC1=NC=2N(C(C(=NC2C=N1)C1=CC2=CN(N=C2C=C1)C)=O)C1=CC=C(C=C1)OC(F)F